C(#N)C1=C(OC=2C=C3C(N(C=NC3=CC2)C2CC3(C2)CCN(CC3)C(=O)OC(C)(C)C)=O)C(=CC=C1NS(=O)(=O)C1CC1)F tertbutyl 2-[6-[2-cyano-3-(cyclopropylsulfonylamino)-6-fluoro-phenoxy]-4-oxo-quinazolin-3-yl]-7-azaspiro[3.5]nonane-7-carboxylate